(S)-N-(1-(6-(4-fluoro-1H-pyrazol-1-yl)pyridin-3-yl)ethyl)-4-(4-methyl-6-((5-methyl-1H-pyrazol-3-yl)amino)pyrimidin-2-yl)piperazine-1-carboxamide FC=1C=NN(C1)C1=CC=C(C=N1)[C@H](C)NC(=O)N1CCN(CC1)C1=NC(=CC(=N1)C)NC1=NNC(=C1)C